4-(((Tert-butyldimethylsilyl)oxy)methyl)pyridinecarboxaldehyde [Si](C)(C)(C(C)(C)C)OCC1=CC(=NC=C1)C=O